CC1N(C(C1)C)C(=O)NC(C(=O)O)CCN(CCCCC1=NC=2NCCCC2C=C1)CCOC1=CC=CC=C1 2-[[2,4-dimethylazetidine-1-carbonyl]amino]-4-[2-phenoxyethyl-[4-(5,6,7,8-tetrahydro-1,8-naphthyridin-2-yl)butyl]amino]butanoic acid